Methyl 2-(((2R)-4-(6-((4-cyano-2-fluorophenoxy)methyl)-5-fluoropyridin-2-yl)-2-(hydroxymethyl)pyrrolidin-1-yl)methyl)-1-(((S)-oxetan-2-yl)methyl)-1H-benzo[d]imidazole-6-carboxylate C(#N)C1=CC(=C(OCC2=C(C=CC(=N2)C2C[C@@H](N(C2)CC2=NC3=C(N2C[C@H]2OCC2)C=C(C=C3)C(=O)OC)CO)F)C=C1)F